SCCNC(CN1CCN(CCN(CCN(CC1)CC(=O)O)CC(=O)O)CC(=O)O)=O 2,2',2''-(10-(2-((2-mercaptoethyl)amino)-2-oxoethyl)-1,4,7,10-tetraazacyclododecane-1,4,7-triyl)triacetic acid